FC(CN1N=CC=2C1=NC(=CN2)N2CCC1(CC(C1)OC1=NC=CC(=C1)C(F)(F)F)CC2)F 1-(2,2-difluoroethyl)-6-(2-((4-(trifluoromethyl)pyridin-2-yl)oxy)-7-azaspiro[3.5]nonan-7-yl)-1H-pyrazolo[3,4-b]pyrazine